diisostearyl-fumaric acid amide C(CCCCCCCCCCCCCCC(C)C)\C(=C(/C(=O)N)\CCCCCCCCCCCCCCCC(C)C)\C(=O)O